phenylthiophenol C1(=CC=CC=C1)C1=C(C=CC=C1)S